SCCCC(OC)(OC)[SiH3] 1-3-mercaptopropyl-(dimethoxy)methylsilane